(2-((3-methyldodec-1-en-1-yl)oxy)ethoxy)benzene Ethyl-3,5-difluoro-4-nitro-benzoate C(C)OC(C1=CC(=C(C(=C1)F)[N+](=O)[O-])F)=O.CC(C=COCCOC1=CC=CC=C1)CCCCCCCCC